octadecyl 3-(3,5-di-tert-butyl-4-hydroxyphenyl)-propionate C(C)(C)(C)C=1C=C(C=C(C1O)C(C)(C)C)CCC(=O)OCCCCCCCCCCCCCCCCCC